COC(=O)C1=CC2=CC[C@H]3[C@@H]4CCC[C@@]4(CC(=O)NC(C)(C)C)CC[C@@H]3[C@]2(CC1)C (N-tertiary butyl-amino-formyl)androstane-3,5-diene-3-carboxylic acid methyl ester